C1(CC1)C=1C(=CC2=C(N(C(=N2)N2C[C@@H](CCC2)NC2=NC=C(C=N2)C(F)(F)F)C)C1)NC(C=C)=O (R)-N-(6-Cyclopropyl-1-methyl-2-(3-((5-(trifluoromethyl)pyrimidin-2-yl)amino)piperidin-1-yl)-1H-benzo[d]imidazol-5-yl)acrylamide